N=1C=NN2C=NC(=CC21)OC2=C(C=C(C=C2)NC2=NC=NC1=CC=C(C(=C21)O[C@@H]2C(CN(CC2)C)(F)F)OC(F)(F)F)C (S)-N-(4-([1,2,4]triazolo[1,5-c]pyrimidin-7-yloxy)-3-methylphenyl)-5-((3,3-difluoro-1-methylpiperidin-4-yl)oxy)-6-(trifluoromethoxy)quinazolin-4-amine